FC=1C(=CC(=C(C1)NCC#CC=1C=C(C2=C(N(C=N2)CC(F)(F)F)C1)C(=O)N[C@H]1[C@H](CNC[C@@H]1C)F)OC)C(NC)=O 6-(3-((5-fluoro-2-methoxy-4-(methylcarbamoyl)phenyl)amino)prop-1-yn-1-yl)-N-((3S,4R,5S)-3-fluoro-5-methylpiperidin-4-yl)-1-(2,2,2-trifluoroethyl)-1H-benzo[d]imidazole-4-carboxamide